3-(3-Bromo-2,2-dimethylpropoxy)-2-(3-iodophenyl)-2-methylpropanoic acid BrCC(COCC(C(=O)O)(C)C1=CC(=CC=C1)I)(C)C